1-(5-Bromopyridin-3-yl)-2-phenylethanamine BrC=1C=C(C=NC1)C(CC1=CC=CC=C1)N